4-(1,5,6-trimethyl-1H-benzo[d]imidazol-2-yl)aniline 3-(2-((1r,3r)-adamantan-2-yl)acetoxy)-2-((((3-(diethylamino)propoxy)carbonyl)oxy)methyl)propyl-(9Z,12Z)-octadeca-9,12-dienoate C12C(C3CC(CC(C1)C3)C2)CC(=O)OCC(COC(CCCCCCC\C=C/C\C=C/CCCCC)=O)COC(=O)OCCCN(CC)CC.CN2C(=NC3=C2C=C(C(=C3)C)C)C3=CC=C(N)C=C3